C(#N)C(C)(C)C=1C=C(C(=O)NC2=CC(=C(C=C2)C)N2N=CC(=C2)C=2C=NC=CC2OC[C@H]2COCC2)C=CC1 (R)-3-(2-cyanopropan-2-yl)-N-(4-methyl-3-(4-(4-((tetrahydrofuran-3-yl)methoxy)pyridin-3-yl)-1H-pyrazol-1-yl)phenyl)benzamide